5-fluoro-3-((4-methoxy-2,6-dimethylpyrimidin-5-yl)methyl)-6-(perfluoroethyl)pyrimidin-4(3H)-one FC=1C(N(C=NC1C(C(F)(F)F)(F)F)CC=1C(=NC(=NC1C)C)OC)=O